2,5-difluoro-N-(4-(3-methyl-4-((2-(pyrrolidin-1-yl)ethyl)amino)-1H-pyrazolo[3,4-d]pyrimidin-6-yl)phenyl)benzenesulfonamide FC1=C(C=C(C=C1)F)S(=O)(=O)NC1=CC=C(C=C1)C1=NC(=C2C(=N1)NN=C2C)NCCN2CCCC2